methyl 2-(5-bromopyrazin-2-yl)-2-methylpropanoate BrC=1N=CC(=NC1)C(C(=O)OC)(C)C